C(C)OC1=C(C(=CC(=C1)CN1CCN(CC1)C1CCN(CC1)S(=O)(=O)C1=CC=C(C(=O)O)C=C1)OCC)C1=CC=C(C=C1)F 4-((4-(4-((2,6-diethoxy-4'-fluoro-[1,1'-biphenyl]-4-yl)methyl)piperazin-1-yl)piperidin-1-yl)sulfonyl)benzoic acid